[Ti].[Zn].[Fe] iron zinc titanium